C(=C)C=1N=COC1 4-vinyl-oxazole